C(CCCCCCC\C=C/CCCCCCCC)(=O)OCC(CO)OC(CCCCCCC\C=C/CCCCCCCC)=O 3-hydroxypropane-1,2-diyl dioleate